C(C)C(CP1(C=CCC1)=O)CCCC (2-ethylhexyl)-1-oxophospholene